C[Si](C=C[Si](C1=CC=CC=C1)(N(CC)CC)N(CC)CC)(OCC)C 1-dimethylethoxysilyl-2-bis(diethylamino)phenylsilylethylene